tert-Butyl methyl((2-methyl-7-(thiazol-5-yloxy)benzofuran-3-yl)methyl)carbamate CN(C(OC(C)(C)C)=O)CC1=C(OC2=C1C=CC=C2OC2=CN=CS2)C